11-(2-((4-methoxybenzyl)oxy)ethyl)eicosanoic acid COC1=CC=C(COCCC(CCCCCCCCCC(=O)O)CCCCCCCCC)C=C1